NC1=CC(=NO1)C1CCN(CC1)C(=O)C=1NC2=CC(=CC(=C2C1)Cl)Cl (4-(5-aminoisoxazol-3-yl)piperidin-1-yl)(4,6-dichloro-1H-indol-2-yl)methanone